N-(4-methyl-3-(3-(9-(tetrahydro-2H-pyran-2-yl)-9H-purin-6-yl)pyridin-2-ylamino)phenyl)-5-(2-(tetrahydro-2H-pyran-2-yloxy)ethoxy)-4-(trifluoromethyl)picolinamide CC1=C(C=C(C=C1)NC(C1=NC=C(C(=C1)C(F)(F)F)OCCOC1OCCCC1)=O)NC1=NC=CC=C1C1=C2N=CN(C2=NC=N1)C1OCCCC1